5-hydroxy-vanillin OC=1C(=C(C=C(C=O)C1)OC)O